COC(=O)C=1C=C(C(=O)O)C=C(C1)C(=O)OC 3,5-bis(methoxycarbonyl)benzoic acid